N1N=CC2=CC(=CC=C12)NC1=CC(=NC=C1)C=1C=CC2=C(SC(=C2)C(=O)NC(C)C)C1 6-(4-((1H-indazol-5-yl)amino)pyridin-2-yl)-N-isopropylbenzo[b]thiophene-2-carboxamide